C(#N)C1=NC=C(C(=C1)C1=CC=2N(C=C1)N=C(C2)NC(=O)C2CC2)O[C@@H]2CN(CC2)C2CC2 N-[5-[2-cyano-5-[(3S)-1-cyclopropylpyrrolidin-3-yl]oxy-4-pyridyl]pyrazolo[1,5-a]pyridin-2-yl]cyclopropanecarboxamide